BrC1=C(C=C(S1)C(C)(C)O)OCC1=C(C=C(C=C1C)F)C 2-(5-bromo-4-((4-fluoro-2,6-dimethylbenzyl)oxy)thiophen-2-yl)propan-2-ol